6-(5-Cyclobutoxy-1H-pyrazol-1-yl)nicotinaldehyde C1(CCC1)OC1=CC=NN1C1=NC=C(C=O)C=C1